1-[[5-(Dimethylamino)-1-naphthyl]sulfonyl]-N,N-dimethylaziridine-2-carboxamide CN(C1=C2C=CC=C(C2=CC=C1)S(=O)(=O)N1C(C1)C(=O)N(C)C)C